5,10,15,20-tetra(4-(trimethylsilyl)ethynylphenyl)porphyrin C[Si](C)(C)C#CC1=CC=C(C=C1)C=1C2=CC=C(N2)C(=C2C=CC(C(=C3C=CC(=C(C=4C=CC1N4)C4=CC=C(C=C4)C#C[Si](C)(C)C)N3)C3=CC=C(C=C3)C#C[Si](C)(C)C)=N2)C2=CC=C(C=C2)C#C[Si](C)(C)C